5-(3-cyclopropylphenoxy)-3-isopropyl-pyridazine-4-carboxylic acid C1(CC1)C=1C=C(OC=2C(=C(N=NC2)C(C)C)C(=O)O)C=CC1